ClCCCC[C@H](C(=O)[O-])C1=C(C(=C(C=C1)F)F)F (2s)-6-chloro-2-(2,3,4-trifluorophenyl)hexanoate